tri(hydroxyphenyl)methane OC1=C(C=CC=C1)C(C1=C(C=CC=C1)O)C1=C(C=CC=C1)O